The molecule is a diterpenoid derived from sclareol that is responsible for the odour of ambergris (a solid, waxy, flammable substance produced in the digestive system of sperm whales). It is an organic heterotricyclic compound and a diterpenoid. C[C@]12CCCC([C@@H]1CC[C@@]3([C@@H]2CCO3)C)(C)C